C1CCC(C(C1)N(CC(=O)O)CC(=O)O)N(CC(=O)O)CC(=O)O 1,2-diaminocyclohexanetetraacetic acid